S(=O)(=O)([O-])[O-].C[NH+](C)C.C[NH+](C)C N,N,N-trimethyl-ammonium sulfate